C(CCNC(=O)CC[C@@H](C(=O)[O-])[NH3+])C[C@@H](C(=O)[O-])[NH3+] The molecule is an L-alpha-amino acid zwitterion that is the dizwitterionic form of epsilon-(gamma-glutamyl)lysine obtained by migration of protons from both carboxy groups to the amino groups; major species at pH 7.3. It is a tautomer of an epsilon-(gamma-glutamyl)lysine.